BrC1=C(C=C(C=C1)C=1C(=NC(=NC1)NC=1C=NN(C1)C)NC=1C=C(C=CC1F)NC(\C=C\CF)=O)F (E)-N-(3-((5-(4-bromo-3-fluorophenyl)-2-((1-methyl-1H-pyrazol-4-yl)amino)pyrimidin-4-yl)amino)-4-fluorophenyl)-4-fluorobut-2-enamide